NC(C(S(=O)(=O)C)C1=CC=C(O1)C(=O)NC12CC(C1)(C2)C=2SC1=C(N2)C=CC(=C1)Cl)=O 5-(2-amino-1-methylsulfonyl-2-oxo-ethyl)-N-[3-(6-chloro-1,3-benzothiazol-2-yl)-1-bicyclo[1.1.1]pentanyl]furan-2-carboxamide